FCCNC1CN2C(OC1)=C(C=N2)S(=O)(N)=NC(NC2=C1CCCC1=CC=1CCCC21)=O 6-((2-fluoroethyl)amino)-N'-((1,2,3,5,6,7-hexahydro-s-indacen-4-yl)carbamoyl)-6,7-dihydro-5H-pyrazolo[5,1-b][1,3]oxazine-3-sulfonimidamide